3,3,5-trimethylhexanoyl peroxide CC(CC(=O)OOC(CC(CC(C)C)(C)C)=O)(CC(C)C)C